1-(3-{[4-(3,3-dimethyl-1-oxo-2-oxa-7-azaspiro[4.5]dec-7-yl)piperidin-1-yl]-carbonyl}-5-(pyridin-2-yl)-2-thienyl)-3-ethylurea CC1(OC(C2(C1)CN(CCC2)C2CCN(CC2)C(=O)C2=C(SC(=C2)C2=NC=CC=C2)NC(=O)NCC)=O)C